ClC=1C(=NN(C1C1=CC=CC=C1)C1=CC=CC=C1)OC(C(=O)O)C 2-(4-chloro-1,5-diphenylpyrazol-3-yl)oxypropionic acid